NCC1(CC1)COC1=C(C2=C(C=CO2)C=C1)C1=CC(=NN1)NC=1N=CC(=NC1)C#N 5-{[5-(6-{[1-(aminomethyl)cyclopropyl]methoxy}-1-benzofuran-7-yl)-1H-pyrazol-3-yl]amino}pyrazine-2-carbonitrile